CC1=C(C#N)C=C(C=C1)F 2-methyl-5-fluorobenzonitrile